N1C[C@H](CC1)OC1=C2C=NNC2=CC(=C1)C1=CC=C(C=C1)[O-] (S)-4-(4-(pyrrolidin-3-yloxy)-1H-indazol-6-yl)phenolate